N-(4-methoxy-5-((6-((R)-3-(6-methylpyridine-3-yl)isoxazolidine-2-yl)pyrimidine-4-yl)amino)-2-(4-(oxetane-3-yl)piperazine-1-yl)phenyl)acrylamide COC1=CC(=C(C=C1NC1=NC=NC(=C1)N1OCC[C@@H]1C=1C=NC(=CC1)C)NC(C=C)=O)N1CCN(CC1)C1COC1